tert-Butyl (Z)-4-(((6-(cyclopropyl(4-(trifluoromethyl)benzyl)amino)-5-fluoropyrimidin-4-yl)amino)methyl)-4-(N'-hydroxycarbamimidoyl)piperidine-1-carboxylate C1(CC1)N(C1=C(C(=NC=N1)NCC1(CCN(CC1)C(=O)OC(C)(C)C)/C(/N)=N/O)F)CC1=CC=C(C=C1)C(F)(F)F